(2S)-2-[[2-[(2R)-1-[(2-ethylphenyl)methyl]-5-oxopyrrolidin-2-yl]acetyl]amino]-4-methylpentanoic acid C(C)C1=C(C=CC=C1)CN1[C@H](CCC1=O)CC(=O)N[C@H](C(=O)O)CC(C)C